NC1=C(C(=NC(=C1F)C1=CC=C2C=CNC2=C1F)C(=O)[O-])Cl.[K+] potassium 4-amino-3-chloro-5-fluoro-6-(7-fluoro-1H-indole-6-yl)pyridin-2-carboxylate